NC1=NC=CC2=C(C=CC=C12)NCC12OCC(C1)(C2)COC=2C=C1CNC(C1=CC2)=O 5-[[1-[[(1-Aminoisoquinolin-5-yl)amino]methyl]-2-oxabicyclo[2.1.1]hexan-4-yl]methoxy]-2,3-dihydroisoindol-1-one